BrC=1C2=C(C(=NC1)N(C(OC(C)(C)C)=O)C(=O)OC(C)(C)C)C=NN2C2OCCCC2 tert-butyl N-(7-bromo-1-tetrahydropyran-2-yl-pyrazolo[4,3-c]pyridin-4-yl)-N-tert-butoxycarbonyl-carbamate